(R)-N-((1H-Pyrrolo[3,2-c]pyridine-2-yl)methyl)-2-(6-oxo-5-((1-(4-phenyloxazol-2-yl)ethyl)amino)-2-(piperidin-1-yl)pyrimidin-1(6H)-yl)acetamide N1C(=CC=2C=NC=CC21)CNC(CN2C(=NC=C(C2=O)N[C@H](C)C=2OC=C(N2)C2=CC=CC=C2)N2CCCCC2)=O